NC(C(=O)O)C(C)C1=CC=C(C=C1)O 2-amino-3-(4-hydroxyphenyl)butanoic acid